[Na+].C(CCC)C=1C(=C(C2=CC=CC=C2C1)S(=O)(=O)[O-])CCCC dibutylnaphthalenesulfonate sodium salt